3-methoxy-1-methyl-N-(3-methyl-4-((2-morpholino-pyrimidin-5-yl)oxy)phenyl)cyclobutane-1-carboxamide COC1CC(C1)(C(=O)NC1=CC(=C(C=C1)OC=1C=NC(=NC1)N1CCOCC1)C)C